8-(3-(4-acryloylpiperazin-1-yl)propyl)-6-(2,6-dichloro-3,5-dimethoxyphenyl)-2-(methylamino)pyrido[2,3-d]pyrimidin-7(8H)-one C(C=C)(=O)N1CCN(CC1)CCCN1C(C(=CC2=C1N=C(N=C2)NC)C2=C(C(=CC(=C2Cl)OC)OC)Cl)=O